FC(C1=NN=C(O1)C1=CN=C(S1)N1CC2N(C(C1)C2)C(=O)N2CCOCC2)F (3-(5-(5-(difluoromethyl)-1,3,4-oxadiazol-2-yl)thiazol-2-yl)-3,6-diazabicyclo[3.1.1]heptan-6-yl)(morpholino)methanone